ClC1=CC=C(C=C1)C=1C=C2C(=NC1)N=C(S2)NC(C2=CN=C(C=C2C2=C(C=CC=C2)OC)C)=O N-(6-(4-chlorophenyl)thiazolo[4,5-b]pyridin-2-yl)-4-(2-methoxyphenyl)-6-methylnicotinamide